Ethyl 3-(7-(3-chloro-5-methoxyphenyl)-4-oxo-1,2-dihydroquinazolin-3(4H)-yl)-2,2-dimethylpropionate ClC=1C=C(C=C(C1)OC)C1=CC=C2C(N(CNC2=C1)CC(C(=O)OCC)(C)C)=O